FC(C1=CC(=CC(=N1)C1(CC(=NO1)C=1C(=C(C(=O)O)C=CC1)C)C(F)(F)F)C(F)(F)F)F (5-(6-(difluoromethyl)-4-(trifluoromethyl)pyridin-2-yl)-5-(trifluoromethyl)-4,5-dihydroisoxazol-3-yl)-2-methylbenzoic acid